Trivinylborazin C(=C)N1B(N(BNB1)C=C)C=C